CC(C)(C)[Si](OC1CC(C1)O)(C)C 3-[[(1,1-dimethylethyl)dimethylsilyl]oxy]cyclobutanol